Cl.C1(CCCCC1)C1=CC=C(C=C1)C1=CC=2C3=C(NC2C=C1)CCNC3 8-(4-cyclohexylphenyl)-2,3,4,5-tetrahydro-1H-pyrido[4,3-b]indole hydrochloride